[(3R)-1-tert-butoxycarbonyl-3-ethynyl-pyrrolidin-3-yl]-4-[3-[2-(cyclopropoxy)-3-pyridyl]pyrazolo[1,5-a]pyrimidin-5-yl]piperazine-1-carboxylate C(C)(C)(C)OC(=O)N1C[C@@](CC1)(C#C)OC(=O)N1CCN(CC1)C1=NC=2N(C=C1)N=CC2C=2C(=NC=CC2)OC2CC2